1-(4-(2-(4-fluorophenyl)-5-(methylsulfonyl)-4,5,6,7-tetrahydropyrazolo[1,5-a]pyrazin-3-yl)pyridin-2-yl)propan-2-one FC1=CC=C(C=C1)C1=NN2C(CN(CC2)S(=O)(=O)C)=C1C1=CC(=NC=C1)CC(C)=O